ClC=1C=C(N=NC1)N1C=C(C2=C1N=CN=C2N2[C@H](CN(CC2)C(C(C)C)=O)C)C2=C(C=CC=C2)F (S)-1-(4-(7-(5-chloropyridazin-3-yl)-5-(2-fluorophenyl)-7H-pyrrolo[2,3-d]pyrimidin-4-yl)-3-methylpiperazin-1-yl)-2-methylpropan-1-one